NC=1C2=C(N=CN1)N(C(=C2C=2C=NC1=CC=CC=C1C2)C#C)C21CCC(CC2)(C1)NC(=O)C1=CC=NN1CCOC N-(4-(4-Amino-6-ethynyl-5-(quinolin-3-yl)-7H-pyrrolo[2,3-d]pyrimidin-7-yl)bicyclo-[2.2.1]heptan-1-yl)-1-(2-methoxyethyl)-1H-pyrazole-5-carboxamide